(R)-1-(3-(1-(4-(3-fluorophenoxy)phenyl)imidazo[1,5-a]pyrazin-3-yl)piperidin-1-yl)but-2-yn-1-one FC=1C=C(OC2=CC=C(C=C2)C=2N=C(N3C2C=NC=C3)[C@H]3CN(CCC3)C(C#CC)=O)C=CC1